2,3-bis(3,5-di-tert-butylphenyl)-1,1-dibromocyclopropane C(C)(C)(C)C=1C=C(C=C(C1)C(C)(C)C)C1C(C1C1=CC(=CC(=C1)C(C)(C)C)C(C)(C)C)(Br)Br